2-(methylamino)-N-(4-(2-(1-(2-(methylthio)propanoyl)piperidin-2-yl)-1H-imidazol-5-yl)phenyl)acetamide CNCC(=O)NC1=CC=C(C=C1)C1=CN=C(N1)C1N(CCCC1)C(C(C)SC)=O